Cl.Cl.CN1C[C@H]2[C@@H](CC1)N(CC2)C=2SC1=C(N=NC(=C1)C1=C(C=C(C=C1)C=1C=NNC1)O)N2 2-{6-[(3as,7ar)-5-methyl-octahydro-1H-pyrrolo[3,2-c]pyridin-1-yl][1,3]thiazolo[4,5-c]pyridazin-3-yl}-5-(1H-pyrazol-4-yl)phenol dihydrochloride